(1r,3r)-3-Methoxy-N-(2-(1-methyl-1H-imidazol-2-yl)-5,6-diphenylpyrrolo[2,1-f][1,2,4]triazin-4-yl)cyclobutane-1-sulfonamide COC1CC(C1)S(=O)(=O)NC1=NC(=NN2C1=C(C(=C2)C2=CC=CC=C2)C2=CC=CC=C2)C=2N(C=CN2)C